indolo[2,3-b]quinoline C1=C2C=C3C(NC2=CC=C1)=NC=1C=CC=CC13